Methyl (E)-(3-(4-methoxyphenyl)acryloyl)-L-leucinate COC1=CC=C(C=C1)/C=C/C(=O)N[C@@H](CC(C)C)C(=O)OC